C1(CC1)C1=NC=NC(=C1C=1N=CC2=C(N1)C(=CN2)C(O)C2=C(C=C(C=C2)C=2N(C=C(N2)C(F)(F)F)C)C)OC [2-(4-cyclopropyl-6-methoxy-pyrimidin-5-yl)-5H-pyrrolo[3,2-d]pyrimidin-7-yl]-[2-methyl-4-[1-methyl-4-(trifluoromethyl)imidazol-2-yl]phenyl]methanol